C(C)(C)(C)C=1C=C(C=C(C1O)C(C)(C)C)CCC(=O)OCC(C)(C)C1OCC2(CO1)COC(OC2)C(COC(CCC2=CC(=C(C(=C2)C(C)(C)C)O)C(C)(C)C)=O)(C)C 3,9-bis{2-[3-(3,5-di-tert-butyl-4-hydroxyphenyl)propionyloxy]-1,1-dimethylethyl}-2,4,8,10-tetraoxaspiro[5.5]undecane